tricyclohexylmethylsilyl acrylate C(C=C)(=O)O[SiH2]C(C1CCCCC1)(C1CCCCC1)C1CCCCC1